O(P(OCC)(=O)OP(=O)(OCC)OCC)CC Tetraethyl pyrophosphate